(S)-N-(7-(2-(1-amino-2-(3,5-difluorophenyl)ethyl)-7-fluoro-4-oxoquinazolin-3(4H)-yl)-4-chloro-1-(2,2,2-trifluoroethyl)-1H-indazol-3-yl)-N-(ethylsulfonyl)ethanesulfonamide N[C@@H](CC1=CC(=CC(=C1)F)F)C1=NC2=CC(=CC=C2C(N1C=1C=CC(=C2C(=NN(C12)CC(F)(F)F)N(S(=O)(=O)CC)S(=O)(=O)CC)Cl)=O)F